(4,6-diamino-2-(1-(2,6-difluorobenzyl)-1H-pyrazolo[3,4-c]pyridazin-3-yl)pyrimidin-5-yl)-2,2-difluoropropionamide NC1=NC(=NC(=C1CC(C(=O)N)(F)F)N)C1=NN(C2=NN=CC=C21)CC2=C(C=CC=C2F)F